1,2,3-triaminobenzene dihydrochloride Cl.Cl.NC1=C(C(=CC=C1)N)N